ClC=1C(=C(C=CC1)NC=1C2=C(N=CN1)C=NC(=C2)N2CCNC1(CC1)C2)F N-(3-chloro-2-fluorophenyl)-6-(4,7-diazaspiro[2.5]octan-7-yl)pyrido[3,4-d]pyrimidin-4-amine